N-(4-bromo-2,5-difluorophenyl)-6-chloro-1-(2-hydroxyethyl)pyrrolo[2,3-b]pyridine-3-sulfonamide BrC1=CC(=C(C=C1F)NS(=O)(=O)C1=CN(C2=NC(=CC=C21)Cl)CCO)F